tert-butyl (3-{4-[(2R)-2-(trifluoromethoxy)propoxy]-1H-pyrazol-1-yl}bicyclo[1.1.1]pentan-1-yl)carbamate FC(O[C@@H](COC=1C=NN(C1)C12CC(C1)(C2)NC(OC(C)(C)C)=O)C)(F)F